(3S,5R)-5-(methoxymethyl)-1-(prop-2-enoyl)pyrrolidin-3-yl-5-(methylamino)pyrazole-4-carboxamide COC[C@H]1C[C@@H](CN1C(C=C)=O)C1=NNC(=C1C(=O)N)NC